1-((1R,3R,5R)-2,6-dioxabicyclo[3.2.0]heptan-3-yl)-5-methylpyrimidine-2,4(1H,3H)-dione [C@@H]12O[C@H](C[C@H]2OC1)N1C(NC(C(=C1)C)=O)=O